sodium N,N-dimethylacrylamide 2-acrylamido-2-methylpropanesulfonate C(C=C)(=O)NC(CS(=O)(=O)[O-])(C)C.CN(C(C=C)=O)C.[Na+]